cerium-zirconium oxygen [O].[Zr].[Ce]